3-fluoro-4-(2-hydroxypropan-2-yl)-5-(1H-benzimidazol-5-yl)benzoic acid methyl ester COC(C1=CC(=C(C(=C1)C1=CC2=C(NC=N2)C=C1)C(C)(C)O)F)=O